N[C@H]1CS(C2=C(N(C1=O)CC1=CC=C(C=C1)Cl)C=C(C(=C2)F)C=2OC(=NN2)C2CNCC(C2)(F)F)(=O)=O (3R)-3-amino-5-[(4-chlorophenyl)methyl]-7-[5-(5,5-difluoro-3-piperidyl)-1,3,4-oxadiazol-2-yl]-8-fluoro-1,1-dioxo-2,3-dihydro-1λ6,5-benzothiazepin-4-one